CN(CCC1=C(NC(=C1C(=O)N)C1=C(C=CC=C1)[N+](=O)[O-])C1=CC2=CC=CC=C2C=C1)C (2-(dimethylamino)ethyl)-2-(naphthalen-2-yl)-5-(2-nitrophenyl)Azole-4-carboxamide